C(C)(=O)C1=C(C2=C(N=C(N=C2)NC2=CC=C(C=N2)N2CCN(CC2)CC=2C=C(C=NC2F)C2C(NC(CC2)=O)=O)N(C1=O)C1CCCC1)C 3-(5-((4-(6-((6-acetyl-8-cyclopentyl-5-methyl-7-oxo-7,8-dihydropyrido[2,3-d]pyrimidin-2-yl)amino)pyridin-3-yl)piperazin-1-yl)methyl)-6-fluoropyridin-3-yl)piperidine-2,6-dione